NCCC=1C=CC(=NC1)C1=C(C=C(C#N)C=C1)CN1C=NC(=C1)C1=C(C=CC=C1)F 4-[5-(2-aminoethyl)pyridin-2-yl]-3-[[4-(2-fluorophenyl)imidazol-1-yl]methyl]benzonitrile